OCCCCCCN1C(C2=CC=C3C=4C2=C(C1=O)C=CC4OC4=CC=C(C=C43)C4=CC=C(C=C4)C(F)(F)F)=O 2-(6-hydroxyhexyl)-9-(4-(trifluoromethyl)phenyl)-1H-xantheno[2,1,9-def]isoquinoline-1,3(2H)-dione